C1=C(C=CC2=CC=CC=C12)C1C(N(C2=CC=CC=C12)C(=O)[O-])=O 3-(naphthalen-2-yl)-2-oxoindoline-1-carboxylate